(2S,4R,5R)-5-(2-acetamido-6,8-dioxo-7-(prop-2-yn-1-yl)-1,6,7,8-tetrahydro-9H-purin-9-yl)-4-acetoxytetrahydrofuran-2-carboxylic acid methyl ester COC(=O)[C@H]1O[C@H]([C@@H](C1)OC(C)=O)N1C=2N=C(NC(C2N(C1=O)CC#C)=O)NC(C)=O